C=1(C(=CC=C2N=C3C=CC=CC3=CC12)O)O acridine-diol